dibenzyltin distearate C(CCCCCCCCCCCCCCCCC)(=O)[O-].C(CCCCCCCCCCCCCCCCC)(=O)[O-].C(C1=CC=CC=C1)[Sn+2]CC1=CC=CC=C1